3,3,3-trifluoro-N-(2-(4-methoxy-3-((1R,3R)-3-methyl-2-(2,2,2-trifluoroethyl)-2,3,4,9-tetrahydro-1H-pyrido[3,4-b]indol-1-yl)phenoxy)ethyl)propan-1-amine FC(CCNCCOC1=CC(=C(C=C1)OC)[C@H]1N([C@@H](CC2=C1NC1=CC=CC=C21)C)CC(F)(F)F)(F)F